5-(((S)-1-(((R)-1-(1-(5-fluoropyrimidin-2-yl)piperidin-4-yl)-2-oxopyrrolidin-3-yl)oxy)propan-2-yl)amino)-4-(trifluoromethyl)pyridazin-3(2H)-one FC=1C=NC(=NC1)N1CCC(CC1)N1C([C@@H](CC1)OC[C@H](C)NC1=C(C(NN=C1)=O)C(F)(F)F)=O